6-bromo-1,2-diazine-3-carboxylic acid BrC1=CC=C(N=N1)C(=O)O